FC(C=1N=CN(C1)COCC[Si](C)(C)C)(F)F 4-(trifluoromethyl)-1-{[2-(trimethylsilyl)ethoxy]methyl}imidazole